2-amino-4-(2-formamido-5-hydroxyphenyl)-4-oxobutanoic acid NC(C(=O)O)CC(=O)C1=C(C=CC(=C1)O)NC=O